tert-butyl (R)-2-(2-(3,3-difluoropyrrolidin-1-yl)-5-(ethylsulfonimidoyl)phenyl)-5-ethynyl-1H-indole-1-carboxylate FC1(CN(CC1)C1=C(C=C(C=C1)[S@@](=O)(=N)CC)C=1N(C2=CC=C(C=C2C1)C#C)C(=O)OC(C)(C)C)F